(2R,5S)-4-(1-(5-amino-4H-1,2,4-triazol-3-yl)piperidin-4-yl)-5-(4-chlorobenzyl)-N-(2,2-difluoroethyl)morpholine-2-carboxamide 2,2,2-trifluoroacetate FC(C(=O)O)(F)F.NC=1NC(=NN1)N1CCC(CC1)N1C[C@@H](OC[C@@H]1CC1=CC=C(C=C1)Cl)C(=O)NCC(F)F